C(C1=CC=CC=C1)N(C(C)=O)C[C@](CCCCC)(C)NC(OC(C)(C)C)=O tert-butyl (R)-(1-(N-benzylacetamido)-2-methylheptan-2-yl)carbamate